2-amino-3-(4-((4-((2,2-difluoroethyl)amino)-5-(trifluoromethyl)pyrimidin-2-yl)amino)-3-methoxyphenyl)propionic acid NC(C(=O)O)CC1=CC(=C(C=C1)NC1=NC=C(C(=N1)NCC(F)F)C(F)(F)F)OC